1-vinyl-1H-1,2,3-triazole-4-carbonitrile C(=C)N1N=NC(=C1)C#N